Cl.C(#N)C1(CC1)N 1-Cyanocyclopropylamine hydrochloride